7-methylquinoxaline CC1=CC=C2N=CC=NC2=C1